2-[(1r,5s)-3-azabicyclo[3.1.0]hex-6-yl]-6-(2,8-dimethylimidazo[1,2-b]pyridazin-6-yl)-8-fluoro-[1,2,4]triazolo[1,5-a]pyridine [C@H]12CNC[C@@H]2C1C1=NN2C(C(=CC(=C2)C=2C=C(C=3N(N2)C=C(N3)C)C)F)=N1